FC1(CCN(CC1)[C@@H](C)C1=CC(=C2CN(C(C2=C1)=O)C1=CC(=CC=C1)C1(COC1)CC1=NN=CN1C)C(F)(F)F)C (S)-6-(1-(4-fluoro-4-methylpiperidin-1-yl)ethyl)-2-(3-(3-((4-methyl-4H-1,2,4-triazol-3-yl)methyl)oxetan-3-yl)phenyl)-4-(trifluoromethyl)isoindolin-1-one